F[B-](F)(F)F.COC=1C=C(C=C(C1)OC)[N+]#N 3,5-dimethoxyphenyl-diazonium tetrafluoroborate